The molecule is an apo carotenoid triterpenoid that is 4,4'-diapolycopene in which one of the terminal methyl groups has been replaced by a carboxy group. It has a role as a bacterial metabolite. It is an apo carotenoid triterpenoid and an alpha,beta-unsaturated monocarboxylic acid. It derives from a 4,4'-diapolycopene. It is a conjugate acid of a 4,4'-diapolycopen-4-oate. CC(=C/C=C/C(=C/C=C/C(=C/C=C/C=C(\\C)/C=C/C=C(\\C)/C=C/C=C(\\C)/C(=O)O)/C)/C)C